(1S,3ar,6as)-N-((S)-4-(benzyloxy)-3-oxo-1-((S)-2-oxopiperidin-3-yl)butan-2-yl)-2-(4-methoxy-1H-indole-2-carbonyl)octane C(C1=CC=CC=C1)OCC([C@H](C[C@H]1C(NCCC1)=O)N1C(=CC2=C(C=CC=C12)OC)C(=O)C(C)CCCCCC)=O